Cl.O=C1N(C(N2[C@H]1CNCC2)=O)CC(C(=O)OCC)(C)C ethyl 3-[(8aS)-1,3-dioxo-6,7,8,8a-tetrahydro-5H-imidazo[1,5-a]pyrazin-2-yl]-2,2-dimethyl-propionate hydrochloride